ClC=1C=C(C(=NC1)CN1N=C2N(CC[C@H](C2)C(F)(F)F)C1=O)F |r| (5RS,7RS)-2-[(5-Chloro-3-fluoropyridin-2-yl)methyl]-3-oxo-7-(trifluoromethyl)-2,3,5,6,7,8-hexahydro[1,2,4]triazolo[4,3-a]pyridin